bisfluorene acrylate C(C=C)(=O)O.C1=CC=CC=2C3=CC=CC=C3CC12.C1=CC=CC=2C3=CC=CC=C3CC12